di-(2,2,6,6-tetramethyl-4-piperidyl)sebacate CC1(NC(CC(C1)OC(CCCCCCCCC(=O)OC1CC(NC(C1)(C)C)(C)C)=O)(C)C)C